C(C1=CC=CC=C1)N(CC(=O)OC(C)(C)C)CC1=C(C=NC=C1)C(=O)OCC Ethyl 4-[[benzyl-(2-tert-butoxy-2-oxo-ethyl)amino]methyl]pyridine-3-carboxylate